FC1(CCC2=C1C=NC(=C2)C=2C=C1C=CN(C(C1=CC2F)=O)C[C@H]2C[C@H](CCC2)NC=2C=NNC(C2C(F)(F)F)=O)F 6-(7,7-difluoro-5,6-dihydro-cyclopenta[c]pyridin-3-yl)-7-fluoro-2-[[(1r,3s)-3-[[6-oxo-5-(trifluoromethyl)-1H-pyridazin-4-yl]amino]cyclohexyl]methyl]isoquinolin-1-one